C1CC12OCCN(C2)[C@H]2COC1=CC=CC=C1[C@@H]2NC=2C1=C(N=CN2)NC(=C1)C(F)(F)F N-((3R,4S)-3-(4-Oxa-7-Azaspiro[2.5]Octan-7-Yl)Chroman-4-Yl)-6-(Trifluoromethyl)-7H-Pyrrolo[2,3-D]Pyrimidin-4-Amine